L-Cystein HCl Cl.N[C@@H](CS)C(=O)O